(3aR,6aS)-2-((2,4-Dimethylpyrimidin-5-yl)sulfonyl)-5-(tetrahydro-2H-pyran-4-yl)octahydropyrrolo[3,4-c]pyrrole CC1=NC=C(C(=N1)C)S(=O)(=O)N1C[C@@H]2CN(C[C@@H]2C1)C1CCOCC1